C1(=CC=CC=C1)P(=O)NC1=CC=CC=C1 4-(phenylphosphinyl)aminobenzene